(4-(naphthalen-2-yl)-6-phenyl-1,3,5-triazin-2-yl)boronic acid C1=C(C=CC2=CC=CC=C12)C1=NC(=NC(=N1)C1=CC=CC=C1)B(O)O